FC(C1=C2C(=[N+](C=C1)[O-])OC=C2)(F)F 4-(trifluoromethyl)furo[2,3-b]pyridine-7-oxide